(4-(((3R,6S)-6-(aminomethyl)tetrahydro-2H-pyran-3-yl)amino)-5-methoxy-1H-pyrrolo[2,3-b]pyridin-3-yl)(4-(2,6-difluorophenoxy)-2-fluorophenyl)methanone NC[C@@H]1CC[C@H](CO1)NC1=C2C(=NC=C1OC)NC=C2C(=O)C2=C(C=C(C=C2)OC2=C(C=CC=C2F)F)F